2-(p-toluenesulfonyl)ethyl carbamate C(N)(OCCS(=O)(=O)C1=CC=C(C)C=C1)=O